8-diazabicycloundec-7-eneN N1(NCCCCC=C=CCC1)C1CCCCCCCCCC1